C(C1=CC=CC=C1)N1CC2=C(CC1)NC(=N2)C2=NNC1=CC(=CC=C21)C2=C(C=C(C(=C2)F)OCC2=CC=CC=C2)CC 5-benzyl-2-(6-(4-(benzyloxy)-2-ethyl-5-fluorophenyl)-1H-indazol-3-yl)-4,5,6,7-tetrahydro-1H-imidazo[4,5-c]pyridine